(R)-N-((S)-3,8-difluorochroman-4-ylidene)-2-methylpropane-2-sulfinamide F[C@@H]1COC2=C(C=CC=C2C1=N[S@](=O)C(C)(C)C)F